COC1CN(CCC1=O)C(=O)OC(C)(C)C tert-Butyl 3-methoxy-4-oxopiperidine-1-carboxylate